FC1=C(OC2CC3(C2)CCN(CC3)C(=O)N3CC(CC3)C3=NC=NN3)C=CC(=C1)C(F)(F)F (-)-[2-[2-Fluoro-4-(trifluoromethyl)phenoxy]-7-azaspiro[3.5]nonan-7-yl]-[3-(1H-1,2,4-triazol-5-yl)pyrrolidin-1-yl]methanone